1-(difluoromethyl)-3,3-difluorocyclobutane-1-carbohydrazide FC(C1(CC(C1)(F)F)C(=O)NN)F